2,5-dioxabicyclo[4.1.0]-heptane-7-carboxylate C12OCCOC2C1C(=O)[O-]